CN1C=C(C(C2=CC=CC=C12)=O)CN([C@@H]1CN(CCC1)C=1C=NC=CC1)CC1=CC(=NC=C1)C 1-methyl-3-({[(2-methylpyridin-4-yl)methyl][(3s)-1-(pyridin-3-yl)piperidin-3-yl]amino}methyl)-1,4-dihydroquinolin-4-one